(7S)-2-(((1-(4-fluoro-2-methoxybenzyl)-1H-pyrazol-4-yl)methyl)amino)-4,5,7,8-tetramethyl-7,8-dihydropteridin-6(5H)-one FC1=CC(=C(CN2N=CC(=C2)CNC2=NC=3N([C@H](C(N(C3C(=N2)C)C)=O)C)C)C=C1)OC